(3R,4R)-4-(((3-chloro-7-((2-fluoro-4-(pyridin-2-yl)benzyl)amino)pyrazolo[1,5-a]pyrimidin-5-yl)amino)methyl)piperidin-3-ol ClC=1C=NN2C1N=C(C=C2NCC2=C(C=C(C=C2)C2=NC=CC=C2)F)NC[C@@H]2[C@H](CNCC2)O